4,4,5,5-tetramethyl-2-(1,1,4,4,8,8,11,11-octamethyl-1,2,3,4,8,9,10,11-octahydropentacen-6-yl)-1,3,2-dioxaborolane CC1(OB(OC1(C)C)C1=C2C=C3C(CCC(C3=CC2=CC2=CC=3C(CCC(C3C=C12)(C)C)(C)C)(C)C)(C)C)C